3-(2-((1-methyl-1H-pyrazol-4-yl)amino)pyridin-4-yl)-6,7,8,9-tetrahydro-5H-cyclohepta[c]pyridin-9-amine CN1N=CC(=C1)NC1=NC=CC(=C1)C1=CC2=C(C=N1)C(CCCC2)N